BrC1=C(C=C2C(=NC(=NC2=C1)C)N[C@H](C)C1=C(C(=CC=C1)C(F)F)F)I (R)-7-bromo-N-(1-(3-(difluoromethyl)-2-fluorophenyl)ethyl)-6-iodo-2-methyl-quinazolin-4-amine